2-((S)-1-acryloyl-4-(7-(benzo[b]thien-7-yl)-2-(((S)-1-methylpyrrolidin-2-yl)methoxy)pyridino[2,3-d]pyrimidin-4-yl)piperazin-2-yl)acetonitrile C(C=C)(=O)N1[C@H](CN(CC1)C=1C2=C(N=C(N1)OC[C@H]1N(CCC1)C)N=C(C=C2)C2=CC=CC1=C2SC=C1)CC#N